1-(4-fluorophenyl)-3-(4-(3-oxo-3-(6-oxo-3,6-dihydropyridin-1(2H)-yl)prop-1-en-1-yl)phenyl)urea FC1=CC=C(C=C1)NC(=O)NC1=CC=C(C=C1)C=CC(N1CCC=CC1=O)=O